FC=1C=C(CCNC(C(=O)N[C@@H]2C(N(C3=C(OC2)C=CC(=C3)C#CCCO)C)=O)=O)C=CC1 (S)-N1-(3-fluorophenethyl)-N2-(7-(4-hydroxybut-1-yn-1-yl)-5-methyl-4-oxo-2,3,4,5-tetrahydrobenzo[b][1,4]oxazepin-3-yl)oxalamide